(4aR,8aS)-6-(3-(4-(tert-butyl)-3-methoxyphenyl)azetidine-1-carbonyl)hexahydro-2H-pyrido[4,3-b][1,4]oxazin-3(4H)-one C(C)(C)(C)C1=C(C=C(C=C1)C1CN(C1)C(=O)N1C[C@@H]2[C@@H](OCC(N2)=O)CC1)OC